Cl.N[C@H]1CC2=C(CNC1=O)C=CC=C2 (S)-4-amino-4,5-dihydro-1H-benzo[c]azepin-3(2H)-one hydrochloride